CC1(OC=2C=C(C=C(C2[C@H]2C1CC=C(C2)C)O)C(C)(CCC)C)C (10Ar)-6,6,9-trimethyl-3-(2-methylpentan-2-yl)-6a,7,10,10a-tetrahydrobenzo[c]chromen-1-ol